ClC1=C(C=CC=C1C1C(NC(CC1)=O)=O)C1=CC=C(C=C1)S(=O)(=O)N1CCCC1 3-(2-chloro-4'-(pyrrolidin-1-ylsulfonyl)-[1,1'-biphenyl]-3-yl)piperidine-2,6-dione